3-[3-ethyl-4-(3-pyridinyloxy)phenyl]-1-[5-(trifluoromethyl)-3-pyridinyl]-2,4-imidazolidinedione C(C)C=1C=C(C=CC1OC=1C=NC=CC1)N1C(N(CC1=O)C=1C=NC=C(C1)C(F)(F)F)=O